2-(3-((17-hydroxy-3,6,9,12,15-pentaoxaheptadecyl)oxy)phenyl)-N-(5-methyl-4-(1-(2-methylbenzoyl)indolin-5-yl)thiazol-2-yl)acetamide OCCOCCOCCOCCOCCOCCOC=1C=C(C=CC1)CC(=O)NC=1SC(=C(N1)C=1C=C2CCN(C2=CC1)C(C1=C(C=CC=C1)C)=O)C